C(C1=CC=CC=C1)OC=1C=C(C=CC1)CO (3-(benzyloxy)phenyl)methanol